BrC=1C=C(C(N(C1)C)=O)N1C[C@](CC1)(C)NC(OC(C)(C)C)=O tert-butyl (R)-(1-(5-bromo-1-methyl-2-oxo-1,2-dihydropyridin-3-yl)-3-methylpyrrolidin-3-yl)carbamate